ethyl 7-cyclopentylpyrazolo[1,5-a]pyrimidine-6-carboxylate C1(CCCC1)C1=C(C=NC=2N1N=CC2)C(=O)OCC